FC=1C=C(C=C(C1)F)[C@@H]1N(OCC1)C1=CC(=NC=N1)NC1=CC(=C(C=C1)N1CCC(CC1)N1CCN(CC1)C)S(=O)(=O)C (R)-6-(3-(3,5-difluorophenyl)isooxazolidin-2-yl)-N-(4-(4-(4-methylpiperazin-1-yl)piperiDin-1-yl)-3-(methylsulfonyl)phenyl)pyrimidin-4-amine